3-[4-[3-(2,2-dimethylpropyl)triazol-4-yl]phenyl]azetidine-1-carboxylic acid tert-butyl ester C(C)(C)(C)OC(=O)N1CC(C1)C1=CC=C(C=C1)C=1N(N=NC1)CC(C)(C)C